FC(C1=NC(=NO1)C1=CC=C(S1)CN1N=CC=C1)(F)F 1-[[5-[5-(trifluoromethyl)-1,2,4-oxadiazol-3-yl]-2-thienyl]methyl]-1H-pyrazole